FC(\C=C\C(C(F)(F)F)(F)F)(F)F (E)-1,1,1,4,4,5,5,5-octafluoropent-2-ene